methyl 2-(2-chloroacetyl)-2,3,4,9-tetrahydro-1-methyl-1h-pyrido[3,4-b]indole-1-carboxylate ClCC(=O)N1C(C=2NC3=CC=CC=C3C2CC1)(C(=O)OC)C